2-bromo-N-(2-cyano-[1,1'-biphenyl]-3-yl)-N,2-dimethylpropionamide BrC(C(=O)N(C)C=1C(=C(C=CC1)C1=CC=CC=C1)C#N)(C)C